CC1=CC=C(C=C1)S(=O)(=O)ON=C(C(C)=O)C 3-(4-toluenesulfonyloxy)iminobutane-2-one